CC1=CC=C(C=N1)[C@@H](C)O (R)-1-(6-methylpyridin-3-yl)ethanol